(Z)-2-cyano-3-hydroxy-3-(5-methylisoxazol-4-yl)-N-[4-[(5-methyl-1,3,4-thiadiazol-2-yl)aminosulfonyl]phenyl]prop-2-enamide C(#N)/C(/C(=O)NC1=CC=C(C=C1)S(=O)(=O)NC=1SC(=NN1)C)=C(\C=1C=NOC1C)/O